N-(5-Cyclopropyl-1H-pyrazol-3-yl)-2-[(1R,5R)-3,6-diazabicyclo[3.2.0]heptan-3-yl]pyrimidin-4-amine C1(CC1)C1=CC(=NN1)NC1=NC(=NC=C1)N1C[C@H]2CN[C@H]2C1